ClC1=C(C=CC=C1)C=1N=C(N2C1SC=C2)C2=CC=C(C(=O)O)C=C2 4-(7-(2-chlorophenyl)imidazo[5,1-b]thiazol-5-yl)benzoic acid